C(C)(C)C=1C(=CC(=NC1)C(=C)C)OC=1C(=NC(=NC1)N)N 5-((5-isopropyl-2-(prop-1-en-2-yl)pyridin-4-yl)oxy)pyrimidine-2,4-diamine